Cl.NC/C(/CN1N=CN(C1=O)C1=CC=CC(=N1)C=1C=NC(=CC1)N(C)C)=C\F 2-[(2E)-2-(aminomethyl)-3-fluoroprop-2-en-1-yl]-4-[6'-(dimethylamino)-2,3'-bipyridin-6-yl]-2,4-dihydro-3H-1,2,4-triazol-3-one hydrochloride